1-(phenylacetyl)-N-{4-[5-(quinolin-8-yl)-1H-indol-2-yl]phenyl}-L-prolinamide C1(=CC=CC=C1)CC(=O)N1[C@@H](CCC1)C(=O)NC1=CC=C(C=C1)C=1NC2=CC=C(C=C2C1)C=1C=CC=C2C=CC=NC12